FC1=CC=C(C=C1)NC1=CC=C(C=C1)F bis(4-fluorophenyl)amine